NC1=NC(=CC(=N1)N1[C@@H](CN(CCC1)C(=O)OC(C)(C)C)C1=C(C=CC=C1)Cl)C |r| (+/-)-tert-butyl 4-(2-amino-6-methyl-pyrimidin-4-yl)-3-(2-chlorophenyl)-1,4-diazepane-1-carboxylate